N1(C=NC=C1)C(=S)N1CC(CCC1)NC(OCCCC)=O butyl (1-(1H-imidazole-1-carbonothioyl)piperidin-3-yl)carbamate